1,1-dimethyl-3-(4-sulfobutyl)-1H-benzo[E]indol CC1(CN(C=2C=CC3=C(C12)C=CC=C3)CCCCS(=O)(=O)O)C